C1(=CC(=CC=C1)N1C=NC2=C1C=CC=C2C#N)C2=CC=CC=C2 1-([1,1'-biphenyl]-3-yl)-1H-benzo[d]imidazole-4-carbonitrile